OC=1C=C(C=CC1)S(=O)(=O)N1CCC(CC1)NC(OC(C)(C)C)=O tert-Butyl (1-((3-hydroxyphenyl)sulfonyl)piperidin-4-yl)carbamate